trans-3-(1,3-dibromo-8-oxo-7,8-dihydro-imidazo[1,5-a]pyrazin-6-yl)-4-methyl-pyrrolidine-1-carboxylic acid tert-butyl ester C(C)(C)(C)OC(=O)N1C[C@H]([C@@H](C1)C)C=1NC(C=2N(C1)C(=NC2Br)Br)=O